C1(CC1)NC(=O)C=1C(=NNC1F)CC1=C(C=CC(=C1)F)CC N-cyclopropyl-3-(2-ethyl-5-fluorobenzyl)-5-fluoro-1H-pyrazole-4-carboxamide